4',4'-dimethyl-6-[3-(pyridin-3-yl)-1,2,4-oxadiazol-5-yl]-3,4-dihydrospiro[1-benzopyran-2,1'-cyclohexane]-4-one CC1(CCC2(CC1)OC1=C(C(C2)=O)C=C(C=C1)C1=NC(=NO1)C=1C=NC=CC1)C